(1S,3R,4S)-2-((3-chlorophenyl)glycyl)-5,5-difluoro-N-((R,E)-4-fluoro-4-(methylsulfonyl)-1-((R)-2-oxopyrrolidin-3-yl)but-3-en-2-yl)-2-azabicyclo[2.2.2]octane-3-carboxamide ClC=1C=C(C=CC1)NCC(=O)N1[C@@H]2CC([C@H]([C@@H]1C(=O)N[C@H](C[C@@H]1C(NCC1)=O)\C=C(\S(=O)(=O)C)/F)CC2)(F)F